BrC=1N=C(C(=NC1)N[C@H]1CN(CC1)C(C)=O)OC 1-[(3R)-3-[(5-bromo-3-methoxypyrazin-2-yl)amino]pyrrolidin-1-yl]ethanone